2-(4-Chloro-phenyl)-N-[6-(4-fluoro-benzylamino)-2-morpholin-4-yl-pyridin-3-yl]-acetamide ClC1=CC=C(C=C1)CC(=O)NC=1C(=NC(=CC1)NCC1=CC=C(C=C1)F)N1CCOCC1